N(=[N+]=[N-])[C@](C)(CCC)C1=CN=C(C2=CN=C(C=C12)Cl)O[C@H](C)C[C@@H](C)S(=O)(=O)C 4-((R)-2-azidopent-2-yl)-6-chloro-1-(((2R,4R)-4-(methylsulfonyl)pent-2-yl)oxy)-2,7-naphthyridine